C(C)(C)(C)OC(NCC1=CC=C(C=C1)C=1N(N=C2C1N=CN(C2=O)CC2(CCN(CC2)CC2=C(C=C(C=C2)N2CCOCC2)Cl)O)C)=O (4-(6-((1-(2-chloro-4-morpholinobenzyl)-4-hydroxypiperidin-4-yl)methyl)-2-methyl-7-oxo-6,7-dihydro-2H-pyrazolo[4,3-d]pyrimidin-3-yl)benzyl)carbamic acid tert-butyl ester